N'-(4-methoxybenzylidene)-pyrido[3,4-b]Indole-1-carboxylic acid hydrazide COC1=CC=C(C=NNC(=O)C2=NC=CC3=C2NC2=CC=CC=C32)C=C1